C(C)OC1CCC(CC1)NC1=NC=C(C(=N1)N[C@H]1C[C@H](CCC1)O)C#N 2-((1r,4R)-4-ethoxycyclohexyl-amino)-4-((1R,3S)-3-hydroxycyclohexylamino)pyrimidine-5-carbonitrile